FC1(C(COC1)N)F 4,4-difluorotetrahydrofuran-3-amine